methyl 4-cyclobutyl-2-methyl-5-(5-methyl-4H-1,2,4-triazol-3-yl)benzoate hydrochloride Cl.C1(CCC1)C1=CC(=C(C(=O)OC)C=C1C1=NN=C(N1)C)C